2-mercapto-1,4-butanediol SC(CO)CCO